4-(3-(p-toluenesulfonyl)propyl)piperidine-1-carboxylic acid tert-butyl ester C(C)(C)(C)OC(=O)N1CCC(CC1)CCCS(=O)(=O)C1=CC=C(C)C=C1